2-[(2,6-difluoro-4-pyridyl)-(tetrahydrofuran-3-carbonyl)amino]-N-(2,2-dimethylcyclobutyl)-5-methyl-N-(tetrahydrofuran-3-carbonyl)thiazole-4-carboxamide FC1=NC(=CC(=C1)N(C=1SC(=C(N1)C(=O)N(C(=O)C1COCC1)C1C(CC1)(C)C)C)C(=O)C1COCC1)F